N-(2-chloro-4,5-difluoro-3-iodophenyl)propane-1-sulfonamide ClC1=C(C=C(C(=C1I)F)F)NS(=O)(=O)CCC